N-Methyl-N-{5-[4-(1H-pyrazol-4-yl)-1H-pyrrolo[2,3-c]pyridin-7-yl][1,3]thiazolo[5,4-d][1,3]thiazol-2-yl}octahydroindolizin-7-amin Hydrochlorid Cl.CN(C1CCN2CCCC2C1)C=1SC=2N=C(SC2N1)C=1N=CC(=C2C1NC=C2)C=2C=NNC2